4-(3-aminopyrrolidin-1-yl)-7-chloro-1-phenylquinazolin-2(1H)-one NC1CN(CC1)C1=NC(N(C2=CC(=CC=C12)Cl)C1=CC=CC=C1)=O